N-(3-((2-((3-methyl-1-(1-methylpiperidin-4-yl)-1H-Pyrazol-4-yl)amino)-5-(trifluoromethyl)pyrimidin-4-yl)amino)propyl)oxetane-3-carboxamide CC1=NN(C=C1NC1=NC=C(C(=N1)NCCCNC(=O)C1COC1)C(F)(F)F)C1CCN(CC1)C